(9aR,10S)-10-((S)-(4-Fluorophenyl)(4-methoxyphenyl)methyl)-4-hydroxy-8,9,9a,10-tetrahydro-7H-pyrrolo[1',2':4,5]pyrazino[1,2-b]pyridazin-3,5-dion FC1=CC=C(C=C1)[C@@H]([C@H]1[C@@H]2N(C(C=3N1N=CC(C3O)=O)=O)CCC2)C2=CC=C(C=C2)OC